OC(C)(C)C1CN(CCN1)C=1N=NC(=CN1)C1=C(C=C(C=C1)C1=NC=NC(=C1)OC([2H])([2H])[2H])O 2-{3-[3-(2-hydroxypropan-2-yl)piperazin-1-yl]-1,2,4-triazin-6-yl}-5-{6-[(2H3)methyloxy]pyrimidin-4-yl}phenol